NC1=NC(=NC=C1C(F)(F)F)C=1C=C2C=CN(C(C2=CC1F)=O)C[C@@H]1C[C@@H](CC1)NC=1C=NNC(C1C(F)(F)F)=O 6-(4-amino-5-(trifluoromethyl)pyrimidin-2-yl)-7-fluoro-2-(((1S,3R)-3-((6-oxo-5-(trifluoromethyl)-1,6-dihydropyridazin-4-yl)amino)cyclopentyl)methyl)isoquinolin-1(2H)-one